[5-(2-Chloro-3-fluoro-phenyl)-3-(2-methanesulfonyl-ethyl)-2,4-dioxo-3,4-dihydro-2H-pyrimidin-1-yl]-acetic acid ClC1=C(C=CC=C1F)C=1C(N(C(N(C1)CC(=O)O)=O)CCS(=O)(=O)C)=O